(5-bromo-2-(4-fluorophenyl)benzofuran-3-yl)methanol BrC=1C=CC2=C(C(=C(O2)C2=CC=C(C=C2)F)CO)C1